(RS)-1,2-dibromo-3-chloropropane BrC[C@@H](CCl)Br |r|